C(C)CC(CC(=O)[O-])=O.CC([O-])C.CC([O-])C.CC([O-])C.[Ti+4] titanium tri-isopropoxide mono(ethylacetoacetate)